1-(3-chloropyridine-2-yl)-5-pyrazoleformamide ClC=1C(=NC=CC1)N1N=CC=C1C(=O)N